C(C1=CC=CC=C1)S(=O)(=O)N1C[C@H]([C@](CC1)(O)C1=CC(=CC=C1)O)CN(C([2H])([2H])[2H])C([2H])([2H])[2H] (3R,4S)-1-(benzylsulfonyl)-3-((bis(methyl-d3)amino)methyl)-4-(3-hydroxyphenyl)piperidin-4-ol